(5-bromo-2-pyridyl)-methanol BrC=1C=CC(=NC1)CO